C(C)(C)(C)OC(=O)N1[C@@H](C[C@@H]([C@@H](C1)CC)OC(C1=CC=C(C=C1)[N+](=O)[O-])=O)C (2R,4S,5R)-5-ethyl-2-methyl-4-((4-nitrobenzoyl)oxy)piperidine-1-carboxylic acid tert-butyl ester